(6-{[3-(2,3-dichloro-6-fluorophenyl)-1-(prop-2-enoyl)pyrrolidin-3-yl]amino}-3-methylindazol-2-yl)acetic acid ClC1=C(C(=CC=C1Cl)F)C1(CN(CC1)C(C=C)=O)NC=1C=CC2=C(N(N=C2C1)CC(=O)O)C